N-(5-(3-Ethoxy-7'-fluoro-3'-methyl-2'-oxo-2',3'-dihydrospiro[cyclobutane-1,1'-pyrrolo[2,3-c]quinolin]-8'-yl)-2-(2-(isopropylamino)ethoxy)pyridin-3-yl)methanesulfonamide C(C)OC1CC2(C(N(C=3C=NC=4C=C(C(=CC4C32)C=3C=C(C(=NC3)OCCNC(C)C)NS(=O)(=O)C)F)C)=O)C1